3,4,5-trichlorobiphenyl-2',3',4',5',6'-d5 ClC=1C=C(C=C(C1Cl)Cl)C1=C(C(=C(C(=C1[2H])[2H])[2H])[2H])[2H]